The molecule is a tetracyclic triterpenoid isolated from Tricholoma saponaceum. It has a role as a plant metabolite. It is a triterpenoid, a tetracyclic triterpenoid, a tetrol, a methyl ester and a secondary carboxamide. C[C@@]12CC[C@@H]([C@]1([C@H](CC3=C2CC[C@@H]4[C@@]3(C[C@H]([C@@H](C4(C)C)OC(=O)CC(C)(CC(=O)NC(CC5=CC=CC=C5)C(=O)OC)O)O)C)O)C)[C@H]6CC[C@@H](O[C@@H]6O)C(C)(C)O